C(C)(C)(C)C12COP(OC1)(OC2)=O 4-(Tert-butyl)-2,6,7-trioxa-1-phosphabicyclo[2.2.2]octane-1-oxide